TRANS-2-(DIMETHYLPHENYLSILYL)-PIPERIDINE C[Si](C1NCCCC1)(C1=CC=CC=C1)C